tert-butyl (S)-3-(2-chloro-6-(6-((methyl-d3)carbamoyl)pyrimidin-4-yl)pyridin-4-yl)-4-((methyl-d3)sulfonyl)piperazine-1-carboxylate ClC1=NC(=CC(=C1)[C@H]1CN(CCN1S(=O)(=O)C([2H])([2H])[2H])C(=O)OC(C)(C)C)C1=NC=NC(=C1)C(NC([2H])([2H])[2H])=O